C(C)(=O)N[C@@H]1[C@@H](OCC12CCN(CC2)C(=O)OC(C)(C)C)C tert-butyl (3S,4S)-4-acetamido-3-methyl-2-oxa-8-azaspiro[4.5]decane-8-carboxylate